4-(2-oxoethyl)pyrrolidine-1-carboxylic acid ethyl ester C(C)OC(=O)N1CCC(C1)CC=O